C(=O)O.N[C@@H]1C[C@@H](CC1)NC=1C=2N(N=CC1C(=NC1=C(C=CC=C1Cl)Cl)N)C=C(C2)C 4-[[(1R,3S)-3-aminocyclopentyl]amino]-N'-(2,6-dichlorophenyl)-6-methyl-pyrrolo[1,2-b]pyridazine-3-carboxamidine formic acid salt